(S)-3-(3-chloro-4-fluorophenyl)-1-(((1R,4R)-4-hydroxycyclohexyl)methyl)-1-(1-(1-oxo-1,2-dihydroisoquinolin-4-yl)ethyl)urea ClC=1C=C(C=CC1F)NC(N([C@@H](C)C1=CNC(C2=CC=CC=C12)=O)CC1CCC(CC1)O)=O